2-(2,2-dimethyl-1-phenylpropyl)malononitrile CC(C(C1=CC=CC=C1)C(C#N)C#N)(C)C